N-{4-[2-(2-chloro-4-fluorophenyl)acetamido]pyridin-2-yl}-N-[3-(trifluoromethyl)phenyl]acetamide ClC1=C(C=CC(=C1)F)CC(=O)NC1=CC(=NC=C1)N(C(C)=O)C1=CC(=CC=C1)C(F)(F)F